4-(Thiazol-5-yl)quinolin S1C=NC=C1C1=CC=NC2=CC=CC=C12